2-ethylhexylphenol CCCCC(CC)CC1=CC=CC=C1O